COC1=C(C=CC=C1OC)CCN1CC[C@@H]2[C@H](CC1=O)CCN(C2)C(CC2=CC=C(C=C2)OC)=O (4aS,9aR)-7-[2-(2,3-dimethoxyphenyl)ethyl]-2-[(4-methoxyphenyl)acetyl]decahydro-6H-pyrido[3,4-d]azepin-6-one